Cl.O=C1NC(CCC1C1=CC(=C(C=C1)N1CCC(CC1)(O)CC(=O)O)F)=O 2-[1-[4-(2,6-dioxo-3-piperidyl)-2-fluoro-phenyl]-4-hydroxy-4-piperidyl]acetic acid hydrochloride